BrC=1C=C2C(N(C(=NC2=CC1OS(=O)(=O)F)C)C1C(NC(CC1)=O)=O)=O 6-bromo-3-(2,6-dioxopiperidin-3-yl)-2-methyl-4-oxo-3,4-dihydroquinazolin-7-ylsulfurofluoridate